FC=1C=NC=CC1C1CN(C1)[C@@H]1[C@@H](CCCC1)OC=1C=C2CN(C(C2=CC1)=O)C1C(NC(CC1)=O)=O 3-(5-(((1R,2S)-2-(3-(3-fluoro-pyridin-4-yl)azetidin-1-yl)-cyclohexyl)oxy)-1-oxoisoindolin-2-yl)piperidine-2,6-dione